methyl (2S)-3-[(3S)-2-oxopyrrolidin-3-yl]-2-[[(2S,4S)-4-phenylpyrrolidine-2-carbonyl]amino]propanoate O=C1NCC[C@H]1C[C@@H](C(=O)OC)NC(=O)[C@H]1NC[C@@H](C1)C1=CC=CC=C1